Triethyl-1-(4-bromophenyl)-4-oxo-1,4-dihydropyridine-2,3,5-tricarboxylate C(C)OC(=O)C=1N(C=C(C(C1C(=O)OCC)=O)C(=O)OCC)C1=CC=C(C=C1)Br